(2'S)-5-chloro-1,1,2'-trimethyl-1'-[[1-(2-methylsulfonylethyl)triazol-4-yl]methyl]spiro[isobenzofuran-3,4'-piperidine] ClC=1C=C2C(=CC1)C(OC21C[C@@H](N(CC1)CC=1N=NN(C1)CCS(=O)(=O)C)C)(C)C